N-[2-[4-(hydroxymethyl)cyclohexyl]-6-methyl-indazol-5-yl]-6-(trifluoromethyl)pyridine-2-carboxamide OCC1CCC(CC1)N1N=C2C=C(C(=CC2=C1)NC(=O)C1=NC(=CC=C1)C(F)(F)F)C